2-(trifluoromethyl)pyrimidin-4,6-diol FC(C1=NC(=CC(=N1)O)O)(F)F